FC(C1=CC=C(CS(=O)(=O)N2CC=C(CC2)C=2C=C(C(=NC2)C(=O)NCC(=O)O)O)C=C1)(F)F (5-(1-((4-trifluoromethylbenzyl)sulfonyl)-1,2,5,6-tetrahydropyridin-4-yl)-3-hydroxy-pyridine-2-carbonyl)glycine